C(#C)[C@]1(CC2CC[C@H]3[C@@H]4CCC[C@@]4(C)CC[C@@H]3[C@]2(CC1)C)O 3α-ethynyl-3β-hydroxyandrostan